NC=1C2=C(N=C(N1)CO)N(C(C21CCCC1)=O)C=1C=NC(=NC1)C1=CC(=CC(=C1)F)F 4'-amino-7'-[2-(3,5-difluorophenyl)pyrimidin-5-yl]-2'-(hydroxymethyl)-6',7'-dihydrospiro[cyclopentane-1,5'-pyrrolo[2,3-d]pyrimidin]-6'-one